C1(=CC=C(C=C1)N(C1=CC=C(C=C1)N(C1=CC=C(C=C1)C=1C=C2C3=C(N(C2=CC1)C1=CC=CC=C1)N=CC=C3)C3=CC=CC=C3)C3=CC=C(C=C3)C=3C=CC=1N(C2=CC=CC=C2C1C3)C3=CC=CC=C3)C3=CC=CC=C3 N1-([1,1'-biphenyl]-4-yl)-N4-phenyl-N1-(4-(9-phenyl-9H-carbazol-3-yl)phenyl)-N4-(4-(9-phenyl-9H-pyrido[2,3-b]indol-6-yl)phenyl)benzene-1,4-diamine